COC1=C2C(=CC(=NC2=CC=C1)C(F)(F)F)O 5-methoxy-2-(trifluoromethyl)quinolin-4-ol